N-methyl-3-(3-(1-(trifluoromethyl)cyclopropyl)phenyl)cyclobutan-1-amine, trifluoroacetate salt FC(C(=O)O)(F)F.CNC1CC(C1)C1=CC(=CC=C1)C1(CC1)C(F)(F)F